NC=1N=CC2=C(N1)C1(C(N(C2)C=2C=C(C=CC2C)NC(=O)NC2=CC=C(C=C2)OC(F)(F)F)=O)CC1 1-(3-(2'-Amino-7'-oxo-5'H-spiro[cyclopropane-1,8'-pyrido[4,3-d]pyrimidine]-6'(7'H)-yl)-4-methylphenyl)-3-(4-(trifluoromethoxy)phenyl)urea